1-(3-((5-phenyl-4,5-dihydro-1H-imidazol-2-yl)thio)propyl)pyrrolidine C1(=CC=CC=C1)C1CN=C(N1)SCCCN1CCCC1